6-bromo-3',5'-di-tert-butyl-[1,1'-biphenyl]-2-carboxylic acid methyl ester COC(=O)C=1C(=C(C=CC1)Br)C1=CC(=CC(=C1)C(C)(C)C)C(C)(C)C